C=12C=3C=NN(CCCOCCCOC=4C=CC(NN1)=C2C4)N3 9,13-dioxa-4,5,18,19,22-pentaazatetracyclo[12.5.2.12,5.017,20]docosa-1(19),2(22),3,14(21),15,17(20)-hexaene